NC1(COC1)COC1=C(N(N=C1)C)C1=CC=2N(C=C1)N=C(C2)NC(=O)C2CC2 N-[5-[4-[(3-aminooxetan-3-yl)methoxy]-2-methyl-pyrazol-3-yl]pyrazolo[1,5-a]pyridin-2-yl]cyclopropanecarboxamide